(1R,3aR,6aS)-2-(9-acetamido-9H-fluorene-9-carbonyl)-N-((S)-4-hydroxy-3-oxo-1-((R)-2-oxopyrrolidin-3-yl)butan-2-yl)octahydrocyclopenta[c]pyrrole-1-carboxamide C(C)(=O)NC1(C2=CC=CC=C2C=2C=CC=CC12)C(=O)N1[C@H]([C@@H]2[C@H](C1)CCC2)C(=O)N[C@@H](C[C@@H]2C(NCC2)=O)C(CO)=O